C(C)C1(C2=C(N(C=3N=CC=CC13)COCC[Si](C)(C)C)C(C(CC2=O)(C)C)F)C2=CC=CC=C2 5-ethyl-9-fluoro-8,8-dimethyl-5-phenyl-10-((2-(trimethylsilyl)ethoxy)methyl)-5,8,9,10-tetrahydrobenzo[b][1,8]naphthyridin-6(7H)-one